O=C1NC(CCC1N1C(C2=CC=C(C=C2C1=O)N1C[C@H]2[C@H](CC1)CNC2)=O)=O 2-(2,6-dioxopiperidin-3-yl)-5-((3aS,7aS)-octahydro-5H-pyrrolo[3,4-c]pyridin-5-yl)isoindoline-1,3-dion